BrC=1C(=CC(NC1)=O)C(F)(F)F 5-bromo-4-(trifluoromethyl)pyridin-2(1H)-one